ClC=1C=C2C=NC=NC2=C(C1C1=C(C=C(C=C1)F)F)SC(CO)(C)C 6-chloro-7-(2,4-difluorophenyl)-8-((1-hydroxy-2-methylpropan-2-yl)thio)quinazoline